N-[(1S)-2-amino-1-methyl-ethyl]-1-[2-chloro-4-[[5-(2,3-difluoro-4-methoxy-phenyl)-1-methyl-imidazole-2-carbonyl]amino]benzoyl]piperidine-4-carboxamide NC[C@H](C)NC(=O)C1CCN(CC1)C(C1=C(C=C(C=C1)NC(=O)C=1N(C(=CN1)C1=C(C(=C(C=C1)OC)F)F)C)Cl)=O